CC=1C(=NN(C1)CCC[Si](C)(C)C)C(=O)O.COC(=O)C1=NN(C=C1)COCC[Si](C)(C)C 1-(2-Trimethylsilylethoxymethyl)pyrazole-3-carboxylic acid Methyl ester (Methyl-1-(2-trimethylsilylethylmethyl) pyrazole-3-carboxylate)